ethylene 1,2-diiodocarbonate C(OCCOC(=O)I)(=O)I